C(C)(C)(C)OC(=O)N1CC(C1)C1=CC=C(C=C1)F 3-(4-fluorophenyl)azetidine-1-carboxylic acid tert-butyl ester